tert-butyl (2R,6S)-4-[8-[(7-fluoro-2-methyl-indazol-5-yl)carbamoyl]-2-[[(3R)-tetrahydrofuran-3-yl]methylamino]quinazolin-5-yl]-2,6-dimethyl-piperazine-1-carboxylate FC1=CC(=CC2=CN(N=C12)C)NC(=O)C=1C=CC(=C2C=NC(=NC12)NC[C@@H]1COCC1)N1C[C@H](N([C@H](C1)C)C(=O)OC(C)(C)C)C